2-chloro-7,7-dimethyl-5,6,7,8-tetrahydro-1,6-naphthyridine ClC1=NC=2CC(NCC2C=C1)(C)C